3,9-bis(1,1-dipropyl-2-hydroxyethyl)-2,4,8,10-tetraoxaspiro(5.5)undecane C(CC)C(CO)(CCC)C1OCC2(CO1)COC(OC2)C(CO)(CCC)CCC